(2R,3R)-1-((3aR,6S,7aS)-8,8-dimethyl-2,2-dioxidotetrahydro-3H-3a,6-methanobenzo[c]isothiazol-1(4H)-yl)-3-hydroxy-2-methylnonan-1-one CC1([C@]23[C@@H](N(S(C2)(=O)=O)C([C@@H]([C@@H](CCCCCC)O)C)=O)C[C@@H]1CC3)C